6-(2-(1H-tetrazol-5-yl)phenyl)-N2-benzyl-N4-(5-fluoropyrimidin-2-yl)-N2-isobutylpyridine-2,4-diamine N1N=NN=C1C1=C(C=CC=C1)C1=CC(=CC(=N1)N(CC(C)C)CC1=CC=CC=C1)NC1=NC=C(C=N1)F